(4-methylcyclohexyl)picolinamide CC1CCC(CC1)C=1C(=NC=CC1)C(=O)N